8-(2,4-dichlorophenyl)-9-(4-(difluoro(1-(3-fluoropropyl)azetidin-3-yl)methyl)phenyl)-6,7-dihydro-5H-benzo[7]annulene-3-carboxylic acid ClC1=C(C=CC(=C1)Cl)C=1CCCC2=C(C1C1=CC=C(C=C1)C(C1CN(C1)CCCF)(F)F)C=CC(=C2)C(=O)O